(2-((5-chloro-2-((2-cyclopropyloxy-5-(1-methyl-1H-pyrazol-4-yl)-4-(4-(piperazin-1-yl)piperidin-1-yl)phenyl)amino)pyrimidin-4-yl)amino)quinolin-1-yl)dimethylphosphine oxide ClC=1C(=NC(=NC1)NC1=C(C=C(C(=C1)C=1C=NN(C1)C)N1CCC(CC1)N1CCNCC1)OC1CC1)NC1N(C2=CC=CC=C2C=C1)P(C)(C)=O